[Br-].COC1=CC=CC=2N(C3=CC=CC=C3CC12)C 1-methoxy-10-methylacridine bromide